F[C@@H]1C[C@H](N(C1)C(=O)OC(C)(C)C)C(N[C@@H](C1=CC=CC=C1)C1=CC(=C(C=C1)C1(CC1)C)F)=O tert-butyl (2S,4R)-4-fluoro-2-(((S)-(3-fluoro-4-(1-methylcyclopropyl)phenyl)(phenyl)methyl)carbamoyl)pyrrolidine-1-carboxylate